furan zinc [Zn].O1C=CC=C1